trilauryl trimellitate C(C=1C(C(=O)OCCCCCCCCCCCC)=CC(C(=O)OCCCCCCCCCCCC)=CC1)(=O)OCCCCCCCCCCCC